ethyl-5-methoxy-1H-imidazo[4,5-b]pyridine-6-carbonitrile C(C)N1C=NC2=NC(=C(C=C21)C#N)OC